methyl 2-(2-chloro-5-iodo-3-methyl-4-oxo-3H-pyrrolo[2,3-d]pyrimidin-7(4H)-yl)acetate ClC=1N(C(C2=C(N1)N(C=C2I)CC(=O)OC)=O)C